BrC=1C=CC(=NC1)[C@@H](C(F)(F)F)N[S@](=O)C(C)(C)C (R)-N-((S)-1-(5-bromopyridin-2-yl)-2,2,2-trifluoroethyl)-2-methylpropane-2-sulfinamide